1-(4-(1-hydroxypropyl)pyridin-2-yl)-N-(6-methoxy-1-methyl-1H-indazol-7-yl)-1H-pyrazole-4-sulfonamide OC(CC)C1=CC(=NC=C1)N1N=CC(=C1)S(=O)(=O)NC=1C(=CC=C2C=NN(C12)C)OC